C(C1=CC=CC=C1)OC(=O)N1CCC(CC1)OCC=O 4-(2-oxoethoxy)piperidine-1-carboxylic acid benzyl ester